5-(4-(((5-chloropyridin-3-yl)methyl)amino)-2-(1-(1-hydroxy-2-methylpropan-2-yl)-1H-pyrazol-4-yl)quinazolin-6-yl)-1-methylpyridin-2(1H)-one ClC=1C=C(C=NC1)CNC1=NC(=NC2=CC=C(C=C12)C=1C=CC(N(C1)C)=O)C=1C=NN(C1)C(CO)(C)C